N=CC(=O)O Alpha-iminoacetic acid